ClC1=C(C2=C(C(=N1)C)CC(C2)CNCCC2CN(C(O2)=O)C2=NC1=C(OCC(N1)=O)N=C2)F 6-[5-[2-[(3-chloro-4-fluoro-1-methyl-6,7-dihydro-5H-cyclopenta[c]pyridin-6-yl)methylamino]ethyl]-2-oxo-1,3-oxazolidin-3-yl]-4H-pyrazino[2,3-b][1,4]oxazin-3-one